O=C1CCCC=2C=CC=CC12 8-oxo-5,6,7,8-tetrahydronaphthalen